3-{[1-(1-Propyl-1H-pyrazol-5-yl)ethyl]oxy}-5-(4,4,5,5-tetramethyl-1,3,2-dioxaborolan-2-yl)pyridin-2-amine C(CC)N1N=CC=C1C(C)OC=1C(=NC=C(C1)B1OC(C(O1)(C)C)(C)C)N